ClC1=CC(=NC(=C1)OC)C(=O)OC methyl 4-chloro-6-methoxypicolinate